C1CSSC1CCCCC(=O)N The molecule is a monocarboxylic acid amide resulting from the formal condensation of the carboxy group of lipoic acid with ammonia. It has a role as a human metabolite, a Saccharomyces cerevisiae metabolite, an Escherichia coli metabolite and a mouse metabolite. It is a member of dithiolanes and a monocarboxylic acid amide. It derives from a lipoic acid.